[Br+].COC=1C=C(OCCCCCC[P+](C2=CC=CC=C2)(C2=CC=CC=C2)C2=CC=CC=C2)C=CC1OC (6-(3,4-dimethoxyphenoxy)hexyl)triphenylphosphonium bromine salt